tert-Butyl 5-(chloromethyl)-7-fluoro-3,4-dihydroisoquinoline-2(1H)-carboxylate tert-Butyl-5-(chloromethyl)-7-fluoro-3,4-dihydroisoquinoline-2(1H)-carboxylate C(C)(C)(C)OC(=O)N1CC2=CC(=CC(=C2CC1)CCl)F.ClCC1=C2CCN(CC2=CC(=C1)F)C(=O)OC(C)(C)C